3-benzyl-1-(trans-4-((5-cyano-4-(4,4-difluoro-piperidin-1-yl)-pyrimidin-2-yl)-amino)cyclohexyl)-1-(5-(1-methyl-1H-pyrazol-4-yl)-pyridin-2-yl)urea C(C1=CC=CC=C1)NC(N(C1=NC=C(C=C1)C=1C=NN(C1)C)[C@@H]1CC[C@H](CC1)NC1=NC=C(C(=N1)N1CCC(CC1)(F)F)C#N)=O